1-(1-(4-bromo-2-(2-fluorobenzoyl)phenyl)-4-carboxy-1H-imidazol-5-yl)cyclobutan-1-aminium chloride [Cl-].BrC1=CC(=C(C=C1)N1C=NC(=C1C1(CCC1)[NH3+])C(=O)O)C(C1=C(C=CC=C1)F)=O